OC1=C(C=C(CSCC2=CC(=C(C(=C2)C(C)(C)C)O)C(C)(C)C)C=C1C(C)(C)C)C(C)(C)C bis(4-hydroxy-3,5-di-tert-butylbenzyl) sulfide